N-[5-(5-cyano-6-morpholin-4-ylpyridin-3-yl)-4-fluoro-2-[rac-(3R,5S)-3,4,5-trimethylpiperazin-1-yl]phenyl]-6-oxo-4-(trifluoromethyl)-1H-pyridine-3-carboxamide C(#N)C=1C=C(C=NC1N1CCOCC1)C=1C(=CC(=C(C1)NC(=O)C1=CNC(C=C1C(F)(F)F)=O)N1C[C@H](N([C@H](C1)C)C)C)F |r|